C(CCCCCCC\C=C/CCCCCCCC)(=O)C(C(CCl)C(CCCCCCC\C=C/CCCCCCCC)=O)O 1-oleoyl-2-oleoyl-3-chloropropanol